3-[2-[2-(6-azaspiro[2.5]octan-6-yl)-4-bromo-phenyl]-1H-imidazol-5-yl]-N-tert-butyl-benzenesulfonamide C1CC12CCN(CC2)C2=C(C=CC(=C2)Br)C=2NC(=CN2)C=2C=C(C=CC2)S(=O)(=O)NC(C)(C)C